tert-butyl-1,3-benzodiazole-5-carboxylate C(C)(C)(C)OC(=O)C=1CC=2C(N=CN2)=CC1